C(C)(C)(C)OC(N(C(C(CC#C)[Si](C)(C)C(C)(C)C)=O)CC=C)=O allyl-N-[2-[tert-butyl-(dimethyl)silyl]oxopent-4-ynyl]carbamic acid tert-butyl ester